N[C@H]1[C@H]([C@@H]2C=C[C@H]1C2)C(=O)OCC2=CC=CC=C2 Benzyl (1S,2S,3R,4R)-3-aminobicyclo[2.2.1]hept-5-ene-2-carboxylate